tert-butyl N-[[3,5-difluoro-4-(2-trimethylsilylethynyl)phenyl]methyl]carbamate FC=1C=C(C=C(C1C#C[Si](C)(C)C)F)CNC(OC(C)(C)C)=O